2-methyl-propionamidine CC(C(=N)N)C